Cl.N1CCC(CC1)OC=1C=C(C=CC1)C1=C2C(=NO1)C=CC(=C2)C2=NOC(N2)=O 3-(3-(3-(piperidin-4-yloxy)phenyl)benzo[c]isoxazol-5-yl)-1,2,4-oxadiazol-5(4H)-one HCl salt